CO[C@H]([C@H](C(N[C@@H](CCOC1=CC=CC=C1)B1OC(C(O1)(C)C)(C)C)=O)NC(OC(C)(C)C)=O)C tertbutyl ((2R,3S)-3-methoxy-1-oxo-1-(((R)-3-phenoxy-1-(4,4,5,5-tetramethyl-1,3,2-dioxaborolan-2-yl)propyl)amino)butan-2-yl)carbamate